2,2-dimethoxy-N-(3-methyldimethoxysilylpropoxycarbonyl-(methyl)ethyl)-1-aza-2-silacyclopentane CO[Si]1(N(CCC1)CC(C)C(=O)OCCC[Si](OC)(OC)C)OC